6-(2-((4-methoxybenzyl)oxy)ethyl)pentadecanoic acid COC1=CC=C(COCCC(CCCCC(=O)O)CCCCCCCCC)C=C1